(butoxymethyl)ethylene C(CCC)OCC=C